(S)-5-methyl-N-(3-(1-((6-(trifluoromethyl)quinoxalin-2-yl)amino)ethyl)phenyl)nicotinamide CC=1C=NC=C(C(=O)NC2=CC(=CC=C2)[C@H](C)NC2=NC3=CC=C(C=C3N=C2)C(F)(F)F)C1